1-(4-(3-Amino-1H-indazol-5-yl)pyridin-2-yl)-3-(3-chlorophenyl)urea NC1=NNC2=CC=C(C=C12)C1=CC(=NC=C1)NC(=O)NC1=CC(=CC=C1)Cl